Di-tert-butyl-p-methylphenol CC1=CC(=C(C(=C1)C(C)(C)C)O)C(C)(C)C